cyclopentyl-2-hydrazino-6-((1-(methylsulfonyl)piperidin-4-yl)amino)pterin C1(CCCC1)NC1(NC2=NC=C(N=C2C(N1)=O)NC1CCN(CC1)S(=O)(=O)C)NN